16-sulfo-hexadecanoic acid S(=O)(=O)(O)CCCCCCCCCCCCCCCC(=O)O